(E)-Cinnamyl alcohol C(\C=C\C1=CC=CC=C1)O